N-((1S,9S)-9-ethyl-5-fluoro-9-hydroxy-4-methyl-10,13-dioxo-2,3,9,10,13,15-hexahydro-1H,12H-benzo[de]pyrano[3',4':6,7]indolizino[1,2-b]quinolin-1-yl)cyclobutane-1-carboxamide C(C)[C@]1(C(OCC=2C(N3CC=4C(=NC=5C=C(C(=C6C5C4[C@H](CC6)NC(=O)C6CCC6)C)F)C3=CC21)=O)=O)O